S1C(=NC2=C1C=CC=C2)NC2=C(C1=C(N=N2)N(CCC1)C=1SC(=C(N1)C(=O)O)CCCOC1=C(C=C(C=C1)C#CCN1CCN(CC1)C)F)C [3-(1,3-benzothiazol-2-ylamino)-4-methyl-6,7-dihydro-5H-pyrido[2,3-c]pyridazin-8-yl]-5-[3-[2-fluoro-4-[3-(4-methylpiperazin-1-yl)prop-1-ynyl]phenoxy]propyl]thiazole-4-carboxylic acid